C1NCC12CC(C2)C(=O)N2CCN(CC2)C(=O)C2=C(C=C(C=C2)NC=2C=1N(C=CN2)C(=CN1)C1=CC=C(C=C1)OC(F)F)C [4-(2-azaspiro[3.3]heptane-6-carbonyl)piperazin-1-yl]-[4-[[3-[4-(difluoromethoxy)phenyl]imidazo[1,2-a]pyrazin-8-yl]amino]-2-methylphenyl]methanone